C12(CC3CC(CC(C1)C3)C2)OC23CC1CC(CC(C2)C1)C3 diadamantyl ether